(2R)-2-[6-(5-chloro-2-{[(3R,4R)-3,4-dihydroxycyclopentyl]amino}pyrimidin-4-yl)-1-oxo-2,3-dihydro-1H-isoindol-2-yl]N-[(1S)-1-(3-fluoro-5-methoxyphenyl)-2-hydroxyethyl]propanamide ClC=1C(=NC(=NC1)NC1C[C@H]([C@@H](C1)O)O)C1=CC=C2CN(C(C2=C1)=O)[C@@H](C(=O)N[C@H](CO)C1=CC(=CC(=C1)OC)F)C